CS(=O)(=O)OC(C)C1CC1 1-cyclopropylethyl methanesulfonate